FC1OC2=C(CC1)C=CC=C2 fluoro-3,4-dihydro-2H-1-benzopyran